O1CCN(CC1)C=1C2=C(N=C(N1)NC1=NN(C=C1)C1=CC=CC=C1)C=C(O2)C2=CC=NC=C2 4-morpholino-N-(1-phenylpyrazol-3-yl)-6-(4-pyridyl)furo[3,2-d]pyrimidin-2-amine